N=1N(N=CC1)CC(=O)C=1C=CC(=C(C1)N1C(=NC2=C(C1=O)C=CC=N2)CN2CCN(C1CC21)C(=O)OC(C)(C)C)OCC(F)(F)F tert-butyl 5-((3-(5-(2-(2H-1,2,3-triazol-2-yl)acetyl)-2-(2,2,2-trifluoroethoxy)phenyl)-4-oxo-3,4-dihydropyrido[2,3-d]pyrimidin-2-yl)methyl)-2,5-diazabicyclo[4.1.0]heptane-2-carboxylate